C(OC=1C=CC(=NC1)C#CC1=C2C=C(N=CC2=C(N=C1)NC)NC(=O)C1CC1)([2H])([2H])[2H] N-(5-((5-(methoxy-d3)pyridin-2-yl)ethynyl)-8-(methylamino)-2,7-naphthyridin-3-yl)cyclopropanecarboxamide